dimethoxyphosphine COPOC